1-((3S,5R)-1-acryloyl-5-(methoxymethyl)pyrrolidin-3-yl)-3-((3-cyanoimidazo[1,2-a]pyridin-2-yl)ethynyl)-5-(methylamino)-1H-pyrazole-4-carboxamide C(C=C)(=O)N1C[C@H](C[C@@H]1COC)N1N=C(C(=C1NC)C(=O)N)C#CC=1N=C2N(C=CC=C2)C1C#N